O=C1N(C[C@H]2N1CCNC2)C21CCC(CC2)(CC1)C(=O)O (S)-4-(3-oxohexahydroimidazo[1,5-a]pyrazin-2(3H)-yl)bicyclo[2.2.2]octane-1-carboxylic acid